C(C)(C)(C)OC(=O)N[C@@H]1[C@@H](OCC12CCN(CC2)C=2N=CC(=NC2)SCCC(=O)OCC(CCCC)CC)C 2-ethylhexyl 3-[5-[(3S,4S)-4-(tert-butoxycarbonylamino)-3-methyl-2-Oxa-8-azaspiro[4.5]decan-8-yl]pyrazin-2-yl]sulfanylpropanoate